CC1=NC(=CC=N1)N1CCOCC1 2-methyl-6-morpholin-4-ylpyrimidin